Tert-Butyl (S)-4-(4-chloro-3-(1-(difluoromethyl)-1H-1,2,4-triazol-5-yl)phenyl)-2,2-dimethyloxazolidine-3-carboxylate ClC1=C(C=C(C=C1)[C@@H]1N(C(OC1)(C)C)C(=O)OC(C)(C)C)C1=NC=NN1C(F)F